((1R,4R,7R)-7-amino-2-azabicyclo[2.2.1]heptan-2-yl)(2-((R)-3-ethyl-2,3-dihydro-1H-pyrrolo[1,2,3-de]quinoxalin-5-yl)-7-fluoro-1-methyl-1H-benzo[d]imidazol-5-yl)methanone N[C@H]1[C@@H]2N(C[C@H]1CC2)C(=O)C2=CC1=C(N(C(=N1)C1=CC=3C=4N1[C@@H](CNC4C=CC3)CC)C)C(=C2)F